CC1(C(OC(O1)CCC1=CC=CC=C1)CCC(=O)C1=CC=CC=C1)C 3-(5,5-dimethyl-2-phenethyl-1,3-dioxolan-4-yl)-1-phenylpropan-1-one